FC=1C=C(COC2=CC=C(C3=C2OCO3)CN[C@H](C(=O)N)C)C=C(C1)C(F)(F)F (S)-2-{[7-(3-fluoro-5-trifluoromethylbenzyloxy)benzo[d][1,3]dioxol-4-yl]methylamino}propanamide